2-((3-chloro-4-((3-iodo-1-(4-methoxybenzyl)-1H-pyrazolo[3,4-b]pyridin-4-yl)oxy)phenyl)carbamoyl)-6-(4-fluorophenyl)pyridine 1-oxide ClC=1C=C(C=CC1OC1=C2C(=NC=C1)N(N=C2I)CC2=CC=C(C=C2)OC)NC(=O)C2=[N+](C(=CC=C2)C2=CC=C(C=C2)F)[O-]